5-((tert-Butoxycarbonyl)amino)-4-nitrothiazole-2-carboxylic acid ethyl ester C(C)OC(=O)C=1SC(=C(N1)[N+](=O)[O-])NC(=O)OC(C)(C)C